C(C)(C)(C)OC(=O)N1CC2=CC(=CC=C2CC1)OC1=CC=C(C=C1)Cl 7-(4-chlorophenoxy)-3,4-dihydroisoquinoline-2(1H)-carboxylic acid tert-butyl ester